ClC=1C=CC=2N(N1)C=CN2 6-Chloro-Imidazo[1,2-b]Pyridazine